O=C1NC(CCC1C1=CC=C(C=C1)N1CCC(CC1)CN1CCN(CC1)C=1C=C2C(N(C(C2=CC1)=O)[C@H](CS(=O)(=O)C)C1=CC(=C(C=C1)OC)OCC)=O)=O 5-(4-((1-(4-(2,6-dioxopiperidin-3-yl)phenyl)piperidin-4-yl)methyl)piperazin-1-yl)-2-((S)-1-(3-ethoxy-4-methoxyphenyl)-2-(methylsulfonyl)ethyl)isoindoline-1,3-dione